C1(CCCC1)C[SiH2]OCC1=C(C=CC=C1)OC cyclopentylmethyl-(2-methoxyphenyl)methoxysilane